FC(N1C(=NC2=C1C=CC=C2)N2CCC(CC2)NC2=CC=C1C(=NN(C1=C2)C)C=2C=C(C(=O)N)C=CC2)F 3-(6-((1-(1-(difluoromethyl)-1H-benzo[d]imidazol-2-yl)piperidin-4-yl)amino)-1-methyl-1H-indazol-3-yl)benzamide